(7S)-4,7,8-trimethyl-2-(((1S,3S)-3-(3-(trifluoromethyl)-1H-pyrazol-1-yl)cyclopentyl)amino)-7,8-dihydropteridin-6(5H)-one CC1=NC(=NC=2N([C@H](C(NC12)=O)C)C)N[C@@H]1C[C@H](CC1)N1N=C(C=C1)C(F)(F)F